FC1=C(C=CC(=C1)F)C1(C(C=CC=C1)C)CC#N 2-(2,4-difluorophenyl)-2-tolylacetonitrile